OC=1C=CC(=NC1)NC(OC(C)(C)C)=O tert-butyl (5-hydroxypyridin-2-yl)carbamate